1,3,5-tri(p-imidazolyl-phenyl)benzene N1C(=NC=C1)C1=CC=C(C=C1)C1=CC(=CC(=C1)C1=CC=C(C=C1)C=1NC=CN1)C1=CC=C(C=C1)C=1NC=CN1